[Na+].NC=1C=CC=2N(C3=CC=C(C=C3C2C1)N)CCCS(=O)(=O)[O-] 3-(3,6-diamino-9H-carbazol-9-yl)propane-1-sulfonic acid sodium salt